FC(N1N=C(N=N1)C=1C=C(C=CC1CNC(C=C)=O)C1=CC=C(C=C1)F)F N-((3-(2-(difluoromethyl)-2H-tetrazol-5-yl)-4'-fluoro-[1,1'-biphenyl]-4-yl)methyl)acrylamide